1-(±)-allyl 4-[2-allyloxy-1-[4-[3-[tert-butylsulfinyl(2-trimethylsilylethoxymethyl)amino] oxetan-3-yl]phenyl]-2-oxo-ethyl]piperidine-1-carboxylate C(C=C)OC(C(C1=CC=C(C=C1)C1(COC1)N(COCC[Si](C)(C)C)S(=O)C(C)(C)C)C1CCN(CC1)C(=O)OCC=C)=O